C(C)(C)(CC(C)(C)C)C1=CC=C(C=C1)N N-(p-tert-octylphenyl)amine